COC(NC1=NC=C(C=C1)C1=CN=C2N1C=C(C=C2)C2=NOC(N2C2=CC(=C(C=C2)F)OC)=O)=O.COC=2C=C(CC1=CC(=CC(=C1)CC1=CC(=C(C=C1)OC)OC)CC1=CC(=C(C=C1)OC)OC)C=CC2OC 1,3,5-tris(3,4-dimethoxybenzyl)benzene methyl-N-[5-[6-[4-(4-fluoro-3-methoxy-phenyl)-5-oxo-1,2,4-oxadiazol-3-yl]imidazo[1,2-a]pyridin-3-yl]-2-pyridyl]carbamate